FC1=C(C(=O)NC2=C(C(=O)NCC(C)N3CCOCC3)C=CC=C2)C=CC=C1 2-[(2-Fluorobenzoyl)amino]-N-(2-morpholin-4-ylpropyl)benzamid